FC1=CN=C2C[C@H](CNC2=C1)[C@@H](C1=CC=CC=C1)NC[C@@H](C)C=1C=C(C=CC1)CC(=O)O {3-[(2S)-1-{[(S)-[(3R)-7-fluoro-1,2,3,4-tetrahydro-1,5-naphthyridin-3-yl](phenyl)methyl]amino}propan-2-yl]phenyl}acetic acid